5-Chloro-N-(7-chloro-2-oxo-2,3,4,5-tetrahydro-1H-benzo[b]azepin-3-yl)-6-methyl-4-oxo-1-phenyl-1,4-dihydropyridazine-3-carboxamide ClC=1C(C(=NN(C1C)C1=CC=CC=C1)C(=O)NC1CCC2=C(NC1=O)C=CC(=C2)Cl)=O